(S)-6-(5-bromo-1-(trans-4-methoxycyclohexyl)-1H-benzo[d]imidazol-2-yl)-1-(3-fluoro-4-methoxyphenyl)piperidin-2-one BrC1=CC2=C(N(C(=N2)[C@@H]2CCCC(N2C2=CC(=C(C=C2)OC)F)=O)[C@@H]2CC[C@H](CC2)OC)C=C1